NC(C(=O)O)C[Se]C1=CC=CC=C1 2-amino-3-(phenylselenyl)propionic acid